C(CCCC#C)(=O)N[C@@H](CCCN)C(=O)O N-(5-hexynoyl)ornithine